BrCCC1OCCO1 2-bromoethyl-1,3-dioxolan